[Fe].[Cu].[Zn].[Ni] nickel-zinc-copper-iron